C1(CCCCC1)NC(=O)NCC(=O)O N-[(CYCLOHEXYLAMINO)CARBONYL]GLYCINE